NC=1C=C(C=CC1C1=CC=CC=C1)SC 3-amino-4-phenylthioanisole